CN(C1C[C@@H]2CCC(C1)N2)C=2N=NC(=CC2)C=2C=CC(=C1C=NNC21)N2N=CC=C2 (S)-N-methyl-N-[6-[4-(pyrazol-1-yl)-1H-indazol-7-yl]pyridazin-3-yl]-8-azabicyclo[3.2.1]octan-3-amine